C(C)(C)(C)OC(=O)N1C=2C=CC=C3C=C(N(C(C1)CC)C32)C3=NN2C(C(=CC(=C2)C(=O)OC)F)=C3C(=O)OC(C)(C)C O3-tert-butyl O6-methyl 2-(9-tert-butoxycarbonyl-11-ethyl-1,9-diazatricyclo[6.3.1.04,12]dodeca-2,4,6,8(12)-tetraen-2-yl)-4-fluoro-pyrazolo[1,5-a]pyridine-3,6-dicarboxylate